N1(CCC1)CCC1=NN(C(C(=C1C)C)=O)[C@H](C(=O)OC)CC(C)C (S)-methyl 2-(3-(2-(azetidin-1-yl) ethyl)-4,5-dimethyl-6-oxopyridazin-1(6H)-yl)-4-methylpentanoate